NC1=C(C=CC=C1[N+](=O)[O-])S(=O)(=O)O amino-3-nitrobenzenesulfonic acid